2-(5-azidopentyl)-4-phenyl-1,3-dioxolane N(=[N+]=[N-])CCCCCC1OCC(O1)C1=CC=CC=C1